methyl 2-[1-(3,6-dimethyl-2-morpholino-4-oxo-quinazolin-8-yl) ethylamino]-6-fluoro-benzoate CN1C(=NC2=C(C=C(C=C2C1=O)C)C(C)NC1=C(C(=O)OC)C(=CC=C1)F)N1CCOCC1